CSC=1C=C(C=CC1)CN (3-methylsulfanylphenyl)methanamine